COC1=CC=CC2=C1C=C(O2)C(=O)N2[C@@H]([C@H]1C([C@H]1C2)(C)C)C(=O)O (1r,2s,5s)-3-(4-methoxybenzofuran-2-carbonyl)-6,6-dimethyl-3-azabicyclo[3.1.0]hexane-2-carboxylic acid